tert-butyl N-[1-[[4-bromo-2-(trifluoromethyl)-3-thienyl]methyl]-2-hydroxy-ethyl]-N-methyl-carbamate BrC=1C(=C(SC1)C(F)(F)F)CC(CO)N(C(OC(C)(C)C)=O)C